ClC1=CN=C2C(=N1)N(N=C2)CC2CCC2 3-((6-chloro-1H-pyrazolo[3,4-b]pyrazin-1-yl)methyl)cyclobutane